allylmethacrylate C(C=C)OC(C(=C)C)=O